3-(morpholinomethyl)-1H-indole-2-carboxylic acid O1CCN(CC1)CC1=C(NC2=CC=CC=C12)C(=O)O